4-t-butylcyclohexane-1,2-dicarboxylic acid aluminum [Al].C(C)(C)(C)C1CC(C(CC1)C(=O)O)C(=O)O